3-(2-oxopropyl)-1H-indole-5-carboxylic acid methyl ester COC(=O)C=1C=C2C(=CNC2=CC1)CC(C)=O